2-[4-[4-(aminomethyl)-1-oxo-2H-phthalazin-6-yl]-2-methyl-pyrazol-3-yl]-7-chloro-naphthalene-1-carbonitrile NCC1=NNC(C2=CC=C(C=C12)C1=C(N(N=C1)C)C1=C(C2=CC(=CC=C2C=C1)Cl)C#N)=O